4-(6-Chloropyridin-2-yl)-1-(tert-Butoxycarbonyl)piperidine-4-carboxylic acid ClC1=CC=CC(=N1)C1(CCN(CC1)C(=O)OC(C)(C)C)C(=O)O